FC=1C=CC(=C(C1)C1=C2C(=NC=C1)NN=C2C2CCNCC2)OC 4-(5-fluoro-2-methoxy-phenyl)-3-(4-piperidyl)-1H-pyrazolo[3,4-b]pyridine